(1R,2R,4S)-2-methyl-7-azabicyclo[2.2.1]heptan C[C@H]1[C@H]2CC[C@@H](C1)N2